BrC1=NC2=CC=C(C=C2C=C1Br)[N+](=O)[O-] 2,3-dibromo-6-nitroquinoline